C(C)(C)(C)C1N(CCCC1C1=NC2=NC(=CC(=C2C=C1)NC(C)=O)C1=C(C=C(C=C1C)C)OC)C(=O)OC1C(CN(CC1)S(=O)(=O)CC)C1N2C(C3=CC=CC=C13)=CN=C2 1-(ethylsulfonyl)-3-(5H-imidazo[5,1-a]isoindol-5-yl)piperidin-4-ol tert-butyl-3-[5-acetamido-7-(2-methoxy-4,6-dimethyl-phenyl)-1,8-naphthyridin-2-yl]piperidine-1-carboxylate